O1[C@H](COCC1)CC1C2=C(C(NC1)=O)C(=C(N2)C2=NC(=NC=C2)C)NC2=C(C(=CC=C2)F)OC 7-[(2S)-1,4-dioxan-2-ylmethyl]-3-[(3-fluoro-2-methoxyphenyl)amino]-2-(2-methylpyrimidin-4-yl)-1H,5H,6H,7H-pyrrolo[3,2-c]pyridin-4-one